Oxazol-5-yl-boronic acid O1C=NC=C1B(O)O